CC1=C(C(=CC=C1)C)S 2,6-dimethylthiophenol